ClC1=C2C=3C(=NC=NC3C=C1C1=C(C(=CC(=N1)N)C)C(F)(F)F)N(CCO2)C 6-(8-chloro-4-methyl-5,6-dihydro-4H-[1,4]oxazepino[5,6,7-de]quinazolin-9-yl)-4-methyl-5-(trifluoromethyl)pyridin-2-amine